C(C)NC(NC1=NC=C(C(=C1)CN1CCN(CC1)C=1C=CC(=NC1F)C(=O)NC)OC)=O 5-(4-((2-(3-ethylureido)-5-methoxypyridin-4-yl)methyl)piperazin-1-yl)-6-fluoro-N-methylpicolinamide